3-but-2-yl-4-methyl-1H-1,2,4-triazol-5(4H)-one CC(CC)C1=NNC(N1C)=O